NC=1N=C(C2=C(N1)C(N(C2=O)C2CC2)C(=O)C2=C(C=CC=C2)F)C=2OC(=CC2)C (E)-2-amino-6-cyclopropyl-7-(2-fluorophenylmethanoyl)-4-(5-methylfuran-2-yl)-6,7-dihydro-5H-pyrrolo[3,4-d]pyrimidin-5-one